rac-2-(3,4-Dicyanophenyl)-2-(3,3-difluorocyclopentyl)-N-(1-methyl-5-(trifluoromethyl)-1H-pyrazol-3-yl)acetamide C(#N)C=1C=C(C=CC1C#N)C(C(=O)NC1=NN(C(=C1)C(F)(F)F)C)C1CC(CC1)(F)F